(1S,2R)-1-[4-[4-(dimethoxymethyl)-1-piperidyl]phenyl]-2-indan-4-yl-tetralin-6-ol COC(C1CCN(CC1)C1=CC=C(C=C1)[C@@H]1[C@@H](CCC2=CC(=CC=C12)O)C1=C2CCCC2=CC=C1)OC